FC1(CN=C(C1)C1=CC(=CC=C1)F)F 3,3-difluoro-5-(3-fluorophenyl)-2,4-dihydropyrrole